Natrium ethansulfinat C(C)S(=O)[O-].[Na+]